OC(CN(CC(C)O)C1=CC=C(C(=O)OCC)C=C1)C ethyl 4-[N,N-di(2-hydroxypropyl) amino]benzoate